C(C)(=O)N1CCC2(CC(C(N2)=O)CC(C(=O)OC)NC([C@H](CC2=CC(=CC=C2)F)NC(=O)OCC2=CC(=CC=C2)Cl)=O)CC1 methyl 3-(8-acetyl-2-oxo-1,8-diazaspiro[4.5]decan-3-yl)-2-((S)-2-((((3-chlorobenzyl)oxy)carbonyl)amino)-3-(3-fluorophenyl) propanamido)propanoate